trimethyl orthoformate C(OC)(OC)OC